triflic acid (2-isopropyl-5-methyl-phenyl) ester C(C)(C)C1=C(C=C(C=C1)C)OS(=O)(=O)C(F)(F)F